tert-butyl (3S)-4-({4-[(2-amino-4-chloro-5H-pyrrolo[3,2-d]pyrimidin-5-yl)methyl]-3-methoxyphenyl} methyl)-3-(fluoromethyl)piperazine-1-carboxylate NC=1N=C(C2=C(N1)C=CN2CC2=C(C=C(C=C2)CN2[C@@H](CN(CC2)C(=O)OC(C)(C)C)CF)OC)Cl